8-((4-(cyclopropyl(4-fluorophenyl)amino)cyclohexyl)(methyl)amino)-5-methyl-6-oxo-5,6-dihydro-1,5-naphthyridine-2-carbonitrile C1(CC1)N(C1CCC(CC1)N(C1=CC(N(C=2C=CC(=NC12)C#N)C)=O)C)C1=CC=C(C=C1)F